5-fluoro-3-(4-phenylcyclohexyl)methylindole FC=1C=C2C(=CNC2=CC1)CC1CCC(CC1)C1=CC=CC=C1